FC(OCCN1N=CC(=C1)C=1N(C=CC1)S(=O)(=O)C1=CC=C(C)C=C1)F 2-(1-(2-difluoromethoxyethyl)-1H-pyrazol-4-yl)-1-p-toluenesulfonyl-1H-pyrrole